BrC1=NOC(=N1)C1(COCC1)C 3-bromo-5-(3-methyltetrahydrofuran-3-yl)-1,2,4-oxadiazol